N-Fructosyl-isoleucine OCC1([C@@H](O)[C@H](O)[C@H](O1)CO)N[C@@H]([C@@H](C)CC)C(=O)O